(R)-6-chloro-3-((1-(2-(2-(cyclopropylmethyl)-2,6-dihydropyrrolo[3,4-c]pyrazol-5(4H)-yl)-3,6-dimethyl-4-oxo-3,4-dihydroquinazolin-8-yl)ethyl)amino)-N-(methylsulfonyl)picolinamide ClC1=CC=C(C(=N1)C(=O)NS(=O)(=O)C)N[C@H](C)C=1C=C(C=C2C(N(C(=NC12)N1CC2=NN(C=C2C1)CC1CC1)C)=O)C